(R)-2-(3-(tert-butylamino)-1-phenylpropoxy)-6-methyl-nicotinonitrile C(C)(C)(C)NCC[C@@H](OC1=C(C#N)C=CC(=N1)C)C1=CC=CC=C1